C1(CCCC1)N1C(C(N(CC1)CC=1SC(=NN1)C1=CC(=CC=C1)F)=O)=O 1-cyclopentyl-4-((5-(3-fluorophenyl)-1,3,4-thiadiazol-2-yl)methyl)piperazine-2,3-dione